ClC=1C=C(C=CC1)[C@H](C)N1N=C(C=C1C(=O)NC1CCC(CC1)CO)C(=O)NC 1-((S)-1-(3-Chlorophenyl)ethyl)-N5-((1r,4S)-4-(hydroxymethyl)cyclohexyl)-N3-methyl-1H-pyrazole-3,5-dicarboxamide